ClC1=C(C=CC=C1C)S(=O)(=O)NC1=C(C=C(C=C1F)C#CC1=CC=CC=C1)F 2-chloro-N-[2,6-difluoro-4-(2-phenylethynyl)phenyl]-3-methyl-benzenesulfonamide